N(=O)SC[C@H](NC(CC[C@H](N)C(=O)O)=O)C(=O)NCC(=O)O S-nitrosoglutathione